1-Cyclobutyl-N-((2-methyl-4H-thieno[3,2-b]pyrrol-5-yl)methyl)methylamine C1(CCC1)CNCC1=CC2=C(N1)C=C(S2)C